dimethylsilylbis(2-methyl-4-phenyl-indenyl)dimethylzirconium C[SiH](C)C[Zr](C)(C1C(=CC2=C(C=CC=C12)C1=CC=CC=C1)C)C1C(=CC2=C(C=CC=C12)C1=CC=CC=C1)C